tert-Butyl (((1s*,4s*)-1-formyl-4-(methylsulfonyl)cyclohexyl)methyl)carbamate C(=O)C1(CCC(CC1)S(=O)(=O)C)CNC(OC(C)(C)C)=O